Cl.N[C@@H]1CN(CCC1)C1=CC(=NC=C1C=1C=NN(C1)CC(F)(F)F)NC1=NC(=NC=C1)C=1C=C2N=CC=NC2=CC1F (S)-N-(4-(3-aminopiperidin-1-yl)-5-(1-(2,2,2-trifluoroethyl)-1H-pyrazol-4-yl)pyridin-2-yl)-2-(7-fluoroquinoxalin-6-yl)pyrimidin-4-amine hydrochloride